BrC=1C(=NC=NC1)N[C@H](C(=O)O)CCN(CCOCC(F)(F)F)CCCCC1=NC=2NCCCC2C=C1 (S)-2-((5-bromopyrimidin-4-yl)amino)-4-((4-(5,6,7,8-tetrahydro-1,8-naphthyridin-2-yl)butyl)(2-(2,2,2-trifluoroethoxy)ethyl)amino)butanoic acid